CNC(C1=C(C=CC=C1)S(=O)(=O)C1=CC=C2C(=NNC2=C1)\C=C\C1=NC=CC=C1)=O N-methyl-2-[3-((E)-2-pyridin-2-yl-vinyl)-1H-indazol-6-ylsulfonyl]-benzamide